1-(3-cyano-1-Isopropyl-1H-indol-5-yl)-1H-pyrazole-4-carboxylic acid (3,7-dimethyloctane-2,6-dien-1-yl) ester CC(=CCOC(=O)C=1C=NN(C1)C=1C=C2C(=CN(C2=CC1)C(C)C)C#N)CCC=C(C)C